C(C)[C@H]1N(C[C@@H](N(C1)C=1C=2C(N(C(C1)=O)C)=CN(N2)CC#N)C)C(C)C2=C(C=C(C=C2)F)OC (7-((2S,5R)-5-ethyl-4-(1-(4-fluoro-2-methoxyphenyl)ethyl)-2-methylpiperazin-1-yl)-4-methyl-5-oxo-4,5-dihydro-2H-pyrazolo[4,3-b]pyridin-2-yl)acetonitrile